C(C)(C)N1CC(N(C2(CCN(C2)C2=CC(NC=C2)=O)C1=O)CC1=CC=C(C=C1)C(F)(F)F)=O 9-isopropyl-2-(2-oxo-1,2-dihydropyridin-4-yl)-6-(4-(trifluoromethyl)benzyl)-2,6,9-triazaspiro[4.5]-decane-7,10-dione